[Cl-].C(CCCCCCC)[N+]1(CCCC1)CCCC 1-octyl-1-butylpyrrolidinium chloride